COC(=O)C1=C(C=NN1C)N1C2=C(C(C3=CC(=CC=C13)F)=C=O)C1=CC3=C(C(N1C2)=C=O)COC([C@@]3(C)O)=C=O (S)-4-(8-fluoro-4-hydroxy-4-methyl-3,6,14-tricarbonyl-3,4-dihydro-1H-pyrano[3',4':6,7]indolizino[2,1-b]quinoline-11(6H,12H,14H)-yl)-1-methyl-1H-pyrazole-5-carboxylic acid methyl ester